C1(=CC(=CC(=C1)C(=O)O)C(=O)O)C1=C(C(=C(C(=C1C(=O)O)C(=O)O)C1=CC(=CC(=C1)C(=O)O)C(=O)O)C(=O)O)C(=O)O [1,1':4',1''-Terphenyl]-2',3,3',3'',5,5',5'',6'-octacarboxylic acid